P(=O)([O-])([O-])[O-].C[P+3](C)C trimethyl-(phosphorus) phosphate